C(CC(=O)N[C@@H](CS)C(=O)NCC(=O)O)C(=O)C(=O)O The molecule is a dipeptide that is glutathione in which the amino group on the glutamyl residue has been replaced by an oxo group. It derives from a glutathione. It is a conjugate acid of a N-(4-oxoglutaryl)-L-cysteinylglycine(2-).